COC=1C(=CC(=C(C1)N1CCC(CC1)N1CCCC1)C)[N+](=O)[O-] 1-(5-methoxy-2-methyl-4-nitro-phenyl)-4-pyrrolidin-1-yl-piperidine